3-phenyl-1-(p-tolyl)prop-2-yn-1-one C1(=CC=CC=C1)C#CC(=O)C1=CC=C(C=C1)C